3-(1-Methyl-1H-pyrazol-4-yl)-5-(8-methyl-5,6-dihydroimidazo[1,2-a]pyrazin-7(8H)-yl)-1H-pyrazolo[4,3-d]pyrimidine CN1N=CC(=C1)C1=NNC2=C1N=C(N=C2)N2C(C=1N(CC2)C=CN1)C